tert-butyl ((1-((3-amino-4-methoxybenzo[d]isoxazol-6-yl)methyl)-1H-pyrazol-4-yl)methyl)(methyl)carbamate NC1=NOC2=C1C(=CC(=C2)CN2N=CC(=C2)CN(C(OC(C)(C)C)=O)C)OC